CC(CC(=S)[O-])(C)C.[K+] potassium 3,3-dimethylthiobutyrate